methyl 7-chloro-4-hydroxy-2-oxo-1-phenyl-1,2-dihydroquinoline-3-carboxylate ClC1=CC=C2C(=C(C(N(C2=C1)C1=CC=CC=C1)=O)C(=O)OC)O